4-methoxy-3-butene COC=CCC